ethan-1,1-d2 C(C)([2H])[2H]